COC1=C(C=NC(=C1)N1N=CC=C1)NC1=CC=NC2=CC(=CC=C12)C N-(4-methoxy-6-(1H-pyrazol-1-yl)pyridin-3-yl)-7-methyl-quinolin-4-amine